OC1=C(C=C(C=C1)O)S(=O)(=O)[O-].[Ni+2].OC1=C(C=C(C=C1)O)S(=O)(=O)[O-] nickel 2,5-dihydroxybenzenesulfonate